4-(4-fluoro-5,6-dimethoxybenzo[b]thiophen-2-yl)-4-oxobutanoate FC1=C(C(=CC=2SC(=CC21)C(CCC(=O)[O-])=O)OC)OC